CN(C)CC1=C(C=C(C=C1)NC(=O)C1=CSC=2CN(CCC21)C(=O)C=2C=NN1C2C=NC=C1)C(F)(F)F N-(4-((dimethylamino)-methyl)-3-(trifluoromethyl)-phenyl)-6-(pyrazolo[1,5-a]-pyrazine-3-carbonyl)-4,5,6,7-tetrahydrothieno[2,3-c]pyridine-3-carboxamide